C[C@H]1C2C3=CC=CC=C3C(CC1)N2C(=O)OC(C)(C)C tert-butyl (9R)-9-methyl-12-azatricyclo[6.3.1.02,7]dodeca-2,4,6-triene-12-carboxylate